1-(2,2-difluoroethyl)-5-methyl-6-(5-oxo-2-(2-(trifluoromethyl)pyridin-4-yl)-2,6-diazaspiro[3.4]octan-6-yl)-1,5-dihydro-4H-pyrazolo[3,4-d]pyrimidin-4-one FC(CN1N=CC2=C1N=C(N(C2=O)C)N2C(C1(CN(C1)C1=CC(=NC=C1)C(F)(F)F)CC2)=O)F